1-cyano-3,3-dimethylguanidine C(#N)NC(=N)N(C)C